OC1=C(C=C(C=C1)N1C(C2=CC=C(C=C2CC1)C1=CC=C(C=C1)C(=O)N1CCOCC1)=O)NS(=O)(=O)C N-(2-hydroxy-5-(6-(4-(morpholine-4-carbonyl)phenyl)-1-oxo-3,4-dihydroisoquinolin-2(1H)-yl)phenyl)methanesulfonamide